S-[3-(dimethylamino)propyl] N,N-bis[4-(diheptylamino)-4-oxo-butyl]carbamothioate C(CCCCCC)N(C(CCCN(C(SCCCN(C)C)=O)CCCC(N(CCCCCCC)CCCCCCC)=O)=O)CCCCCCC